CN1N=CC(=C1)S(=O)(=O)N1CCC(CC1)NC1=NC=C(C(=N1)C1=CN=C(S1)C1(CCCC1)O)C(F)(F)F 1-(5-(2-((1-((1-methyl-1H-pyrazol-4-yl)sulfonyl)piperidin-4-yl)amino)-5-(trifluoromethyl)pyrimidin-4-yl)thiazol-2-yl)cyclopentan-1-ol